N-((1S,4S)-4-(6-(2-chloro-3-fluorophenyl)-2-((4-((R)-3,4-dimethylpiperazin-1-yl)-3-methylphenyl)amino)-5-methyl-7-oxopyrido[2,3-d]pyrimidin-8(7H)-yl)cyclohexyl)propanamide ClC1=C(C=CC=C1F)C1=C(C2=C(N=C(N=C2)NC2=CC(=C(C=C2)N2C[C@H](N(CC2)C)C)C)N(C1=O)C1CCC(CC1)NC(CC)=O)C